Tricyclo[4.3.0.12,5]dec-3-ene C12C3C=CC(C2CCC1)C3